CCCCCCC(CCCCCC)N tridecan-7-amine